NC=1C=NC=C(C1)C(F)F 3-amino-5-difluoromethylpyridine